C1(CCCCC1)C1=CN=C(S1)N1C[C@H]2N(C(CNC2)=O)CC1 (S)-8-(5-Cyclohexylthiazol-2-yl)-4-oxooctahydro-2H-pyrazino[1,2-a]pyrazin